Cl.ClC1=C(C=CC=C1[C@]1(NC(N(C(C1)=O)[C@H]1C[C@H](OCC1)C)=N)C)NC(=O)C=1N=NC(=CC1)C(F)(F)F |o1:15,17| N-(2-Chloro-3-{(4S)-2-imino-4-methyl-1-[(2R*,4R*)-2-methyl-tetrahydropyran-4-yl]-6-oxo-hexahydropyrimidin-4-yl}phenyl)-6-(trifluoromethyl)pyridazine-3-carboxamide hydrochloride